2-chloro-N-(5-chloro-6-(3-(trifluoromethyl)-5,6-dihydro-[1,2,4]triazolo[4,3-a]pyrazin-7(8H)-yl)pyridin-3-yl)-4-(3-ethynylpyridin-4-yl)-5-fluorobenzamide ClC1=C(C(=O)NC=2C=NC(=C(C2)Cl)N2CC=3N(CC2)C(=NN3)C(F)(F)F)C=C(C(=C1)C1=C(C=NC=C1)C#C)F